COCCC(=O)N(C)C β-methoxy-N,N-dimethylpropanamide